5-cyclobutyloxypyridin-2-amine C1(CCC1)OC=1C=CC(=NC1)N